CN(C(CCCCCCCCCCC)=O)CC(=O)[O-].[Na+] sodium 2-(N-methyldodecanamido)acetate